N1(CCOCC1)C(=O)C1=NC=C(C(=C1)OCCC(C)NC(OC(C)(C)C)=O)[N+](=O)[O-] Tert-butyl (4-((2-(morpholine-4-carbonyl)-5-nitropyridin-4-yl)oxy)butan-2-yl)carbamate